Cl.CC1=C(C=CC=C1OC=1C=2N(C=C(N1)C=1C=NN(C1)C)N=CC2)C(C)=N 1-(2-methyl-3-((6-(1-methyl-1H-pyrazol-4-yl)pyrazolo[1,5-a]pyrazin-4-yl)oxy)phenyl)ethan-1-imine hydrochloride